N1(CCCC1)C(=O)OC1=CC=C(C=C1)C=1N=C2SC3=C(N2C1)C=C(C(=C3)Br)OC(F)F (4-(7-bromo-6-(difluoromethoxy) benzo[d]imidazo[2,1-b]thiazol-2-yl) phenyl) pyrrolidine-1-carboxylate